N-(5-Bromo-2-(3-((2-methoxyethyl)(methyl)amino)propoxy)pyridin-3-yl)morpholine-4-sulfonamide BrC=1C=C(C(=NC1)OCCCN(C)CCOC)NS(=O)(=O)N1CCOCC1